3-(3-(1-Cyano-1-(2-(5-((6,7-difluoro-4-(methylsulfonyl)-1H-indol-5-yl)oxy)-2-fluorophenyl)-1H-imidazol-5-yl)ethyl)phenyl)propanoic acid C(#N)C(C)(C1=CN=C(N1)C1=C(C=CC(=C1)OC=1C(=C2C=CNC2=C(C1F)F)S(=O)(=O)C)F)C=1C=C(C=CC1)CCC(=O)O